methyl 5-bromo-2-methyl-3-(trifluoromethyl)benzoate BrC=1C=C(C(=C(C(=O)OC)C1)C)C(F)(F)F